NCC1=CNC(C2=CC=C(C=C12)C=1C=NN(C1C1=C(C#N)C(=CC(=C1F)Cl)OC1CC1)C)=O 2-(4-(4-(Aminomethyl)-1-oxo-1,2-dihydroisoquinolin-6-yl)-1-methyl-1H-pyrazol-5-yl)-4-chloro-6-cyclopropyloxy-3-fluorobenzonitrile